[N+](=[N-])=CC(=O)OCCCCCCCCCCCC Dodecyl diazoacetate